NC=1C=C2C(NC(C2=CC1C#C[Si](C)(C)C)=O)=O 5-amino-6-[2-(trimethylsilyl)ethynyl]-2,3-dihydro-1H-isoindole-1,3-dione